N-(2,6-dibromo-4-methylbenzyl)-4-fluoroaniline BrC1=C(CNC2=CC=C(C=C2)F)C(=CC(=C1)C)Br